C(=O)O.ClC[Si](OC(C)C)(C)C Chloromethyl-dimethyl-isopropoxysilane format